(7Z)-7-tridecenyl-magnesium chloride C(CCCCC\C=C/CCCCC)[Mg]Cl